CNC=1N=C(C(=NC1C=1C2=C(C=NC1)N(C=N2)C)C(=O)N)NC2=CC=C(C=C2)N2[C@@H]1CN([C@H](C2)C1)C 5-(methylamino)-3-[4-[(1S,4S)-5-methyl-2,5-diazabicyclo[2.2.1]heptan-2-yl]anilino]-6-(3-methylimidazo[4,5-c]pyridin-7-yl)pyrazine-2-carboxamide